N-(2,4-dihydroxy-5-isopropylphenyl)-3-fluorobenzamide OC1=C(C=C(C(=C1)O)C(C)C)NC(C1=CC(=CC=C1)F)=O